(R)-7,7'-bis(diphenylphosphino)-2,2',3,3'-tetrahydro-1,1'-spirobiindene C1(=CC=CC=C1)P(C=1C=CC=C2CCC3(C12)CCC1=CC=CC(=C13)P(C1=CC=CC=C1)C1=CC=CC=C1)C1=CC=CC=C1